Methyl 4-amino-3-(((1r,4r)-4-((3,5-dichloropyridin-2-yl)oxy)cyclohexyl)amino)benzoate NC1=C(C=C(C(=O)OC)C=C1)NC1CCC(CC1)OC1=NC=C(C=C1Cl)Cl